FC(C(=O)O)C1=CC(=CC=C1)CN1CCN(CC1)C fluoro-2-(3-((4-methylpiperazin-1-yl)methyl)phenyl)acetic acid